6-[2-(cyclopropylcarbamoyl)phenyl]thio-3-[(E)-2-[5-[(dimethylamino)methyl]-2-pyridyl]vinyl]indazol C1(CC1)NC(=O)C1=C(C=CC=C1)SC1=CC=C2C(=NNC2=C1)\C=C\C1=NC=C(C=C1)CN(C)C